FC(S(=O)(=O)NC1=C(C=CC=C1)C1=CC=C2[C@@H]([C@H](COC2=C1)CC=1N=CSC1)O)(F)F 1,1,1-trifluoro-N-{2-[(3S,4R)-4-hydroxy-3-(1,3-thiazol-4-ylmethyl)-3,4-dihydro-2H-chromen-7-yl]phenyl}-methanesulfonamide